F[C@@H]1[C@@]2(C[C@H]([C@H](C[C@H]1N(C=1N=NC(=CN1)C1=C(C=C(C=C1)N1C=NC=C1)O)C)N2)OC)C 2-(3-(((1S,2S,3R,5S,6R)-2-fluoro-6-methoxy-1-methyl-8-azabicyclo[3.2.1]octan-3-yl)(methyl)amino)-1,2,4-triazin-6-yl)-5-(1H-imidazol-1-yl)phenol